4-bromo-N-(2,4-dimethoxybenzyl)-1-methyl-1H-pyrazolo[3,4-c]pyridin-7-amine BrC1=C2C(=C(N=C1)NCC1=C(C=C(C=C1)OC)OC)N(N=C2)C